1-(amino(dimethylamino)methylene)Guanidine hydrochloride Cl.NC(=NC(=N)N)N(C)C